4-(difluoromethyl)-7-methyl-6-[4-(4-methylsulfonyl-1-piperidinyl)phenyl]Indazole FC(C1=C2C=NNC2=C(C(=C1)C1=CC=C(C=C1)N1CCC(CC1)S(=O)(=O)C)C)F